BrC1=C(C=C(C=N1)C=O)OC (6-bromo-5-methoxy-pyridin-3-yl)-methanone